Cl.C(C1=CC=CC=C1)OC(=O)N1CCN(CC1)C(=O)C1CCNCC1 4-(piperidine-4-carbonyl)piperazine-1-carboxylic acid benzyl ester hydrochloride